di-tert-butyl (1R,2S,5S)-6-oxa-3-azabicyclo[3.1.0]hexane-2,3-dicarboxylate [C@H]12[C@H](N(C[C@@H]2O1)C(=O)OC(C)(C)C)C(=O)OC(C)(C)C